C(C)OC1=CC=C(C=C1)N1[C@@H]2CN[C@H](C1)C2 (1S,4S)-2-(4-ethoxyphenyl)-2,5-diazabicyclo[2.2.1]heptane